BrC1=CC2=NN(C=C2S1)C=1C=C(C=2N(N1)C=C(N2)C)C 6-{5-bromothieno[3,2-c]pyrazol-2-yl}-2,8-dimethylimidazo[1,2-b]pyridazine